C(#N)C(C(=O)NC([O-])=O)=NNC1=CC(=C(C(=C1)Cl)OC1=CC2=C(C(NCCC2)=O)C=C1)Cl (2-cyano-2-(2-(3,5-dichloro-4-((1-oxo-2,3,4,5-tetrahydro-1H-benzo[c]azepin-7-yl)oxy)phenyl)hydrazono)acetyl)carbamate